C1(=CC=CC=C1)N=NC(C(C(C(=O)NC1=CC=C(C=C1)Cl)OC)=O)OC phenylazo-4'-chloro-2,4-dimethoxyacetoacetanilide